2-(3-isopropyl-1-methyl-1H-indazol-7-yl)-2-(3-(5-(5,6,7,8-tetrahydro-1,8-naphthyridin-2-yl)pentyloxy)azetidin-1-yl)acetic acid C(C)(C)C1=NN(C2=C(C=CC=C12)C(C(=O)O)N1CC(C1)OCCCCCC1=NC=2NCCCC2C=C1)C